(R*)-1-(1-(1-((1-(4-(4-(3-Amino-6-(2-hydroxyphenyl)pyridazin-4-yl)morpholin-2-yl)-2-methylbenzoyl)piperidin-4-yl)methyl)piperidin-4-yl)-2-methyl-1H-indol-4-yl)dihydropyrimidine NC=1N=NC(=CC1N1C[C@H](OCC1)C1=CC(=C(C(=O)N2CCC(CC2)CN2CCC(CC2)N2C(=CC3=C(C=CC=C23)N2CNCC=C2)C)C=C1)C)C1=C(C=CC=C1)O |o1:9|